O[C@@H]1C[C@H](N(C1)C(=O)[C@H](C(C)(C)C)NC(CCCCCN1CCC(CC1)CNC([O-])=O)=O)C(NCC1=CC=C(C=C1)C1=C(N=CS1)C)=O [[1-[6-[[(1s)-1-[(2S,4R)-4-hydroxy-2-[[4-(4-methylthiazol-5-yl)phenyl]methylcarbamoyl]pyrrolidine-1-carbonyl]-2,2-dimethyl-propyl]amino]-6-oxo-hexyl]-4-piperidyl]methyl]carbamate